(1S,3S,5S)-N-(3-cyanobenzo[b]thiophen-6-yl)-5-methyl-2-((4-phenoxybenzoyl)glycyl)-2-azabicyclo[3.1.0]hexane-3-carboxamide C(#N)C=1C2=C(SC1)C=C(C=C2)NC(=O)[C@H]2N([C@H]1C[C@]1(C2)C)C(CNC(C2=CC=C(C=C2)OC2=CC=CC=C2)=O)=O